2-[(2-amino-2-methyl-propyl)amino]ethanol NC(CNCCO)(C)C